(E,Z)-8,10-Dodecadien-1-ol C(CCCCCC\C=C\C=C/C)O